1-[(3S)-3-[4-[3-chloro-4-(cyclobutoxy)-2-fluoro-anilino]pyrido[3,2-d]pyrimidin-6-yl]oxypyrrolidin-1-yl]prop-2-en-1-on ClC=1C(=C(NC=2C3=C(N=CN2)C=CC(=N3)O[C@@H]3CN(CC3)C(C=C)=O)C=CC1OC1CCC1)F